CN(CC(=O)N(C)[C@H]1C(=NN(C1)C(=O)N[C@H](C)C=1C=NC(=CC1)C(F)(F)F)C1=CC=C(C=C1)C)C (R)-4-(2-(dimethylamino)-N-methylacetamido)-3-(4-methylphenyl)-N-((R)-1-(6-(trifluoromethyl)pyridin-3-yl)ethyl)-4,5-dihydro-1H-pyrazol-1-carboxamide